N-(5-(4-methylpiperazin-1-yl)-2-morpholinooxazolo[4,5-b]pyridin-6-yl)-2-(2-methylpyridin-4-yl)oxazole-4-carboxamide CN1CCN(CC1)C1=C(C=C2C(=N1)N=C(O2)N2CCOCC2)NC(=O)C=2N=C(OC2)C2=CC(=NC=C2)C